C(C)(C)(C)OC(=O)N1CC(C1)C=1C=NC=C(C1)Br 3-(5-bromopyridin-3-yl)azetidine-1-carboxylic acid tert-butyl ester